4-[6-amino-5-[4-(hydroxymethyl)phenyl]-3-pyridyl]-2,6-dimethyl-phenol NC1=C(C=C(C=N1)C1=CC(=C(C(=C1)C)O)C)C1=CC=C(C=C1)CO